(S)-2-(4-chlorophenyl)-1-(4-((5R,7R)-7-hydroxy-5-methyl-6,7-dihydro-5H-cyclopenta[d]pyrimidin-4-yl)piperazin-1-yl)-3-((R)-pyrrolidin-3-ylamino)propan-1-one ClC1=CC=C(C=C1)[C@H](C(=O)N1CCN(CC1)C=1C2=C(N=CN1)[C@@H](C[C@H]2C)O)CN[C@H]2CNCC2